2-(2-chloro-6-fluorophenyl)-6,7-difluoro-2,3-dihydro-phthalazine-1,4-dione ClC1=C(C(=CC=C1)F)N1C(C2=CC(=C(C=C2C(N1)=O)F)F)=O